CN([C@@H](C(=O)O)C1=CC(=CC=C1)OC)C (R)-2-(dimethylamino)-2-(3-methoxyphenyl)acetic acid